N1(CCCCC1)C1=C(C=C(C(=O)NC2=CC=NC=C2C(=O)O)C=C1)NC(=O)C1=NN(C2=CC=CC=C12)CC(F)(F)F 4-(4-(piperidin-1-yl)-3-(1-(2,2,2-trifluoroethyl)-1H-indazole-3-carboxamido)benzamido)nicotinic acid